C(C)(C)C1=NC=C(C=N1)C(=O)NC=1C(=NC=CC1C1=CC=CC=C1)C1CCOCC1 2-isopropyl-N-(4-phenyl-2-(tetrahydro-2H-pyran-4-yl)pyridin-3-yl)pyrimidine-5-carboxamide